C(C)OC(CC(CC(=O)OCC)NC(CCCCCN=[N+]=[N-])=O)=O.C([O-])([O-])=O.[Na+].[Na+] Natrium carbonat Diethyl-3-(6-azidohexanamido)pentanedioate